[Cu](O)O.ClC=1C=C(C=CC1)[C@@H]1[C@H](C1)C(=O)NC1=NC=NC(=C1)NCC=1N=C2N(C=C(C=C2C(C)(C)O)C2CC2)C1 (1S,2S)-2-(3-chlorophenyl)-N-(6-(((6-cyclopropyl-8-(2-hydroxypropan-2-yl)imidazo[1,2-a]pyridin-2-yl)methyl)amino)pyrimidin-4-yl)cyclopropane-1-carboxamide copper hydroxide